FC=1C(=CC=C2C(=NC(=NC12)OCC1N(CCC1)C)N1C[C@H]2CC[C@@H](C1)N2C(=O)NO)C2=CC(=CC1=CC=CC=C21)O (1R,5S)-3-(8-fluoro-7-(3-hydroxynaphthalen-1-yl)-2-((1-methylpyrrolidin-2-yl)methoxy)quinazolin-4-yl)-N-hydroxy-3,8-diazabicyclo[3.2.1]octane-8-carboxamide